ClC1=C(C=C(OCC(=O)N[C@H]2CC[C@@H](NC2)C(=O)NC2=NC(=CC=C2)OC(F)(F)F)C=C1)F (2R,5S)-5-[2-(4-chloro-3-fluoro-phenoxy)acetamido]-N-[6-(trifluoro-methoxy)pyridin-2-yl]piperidine-2-carboxamide